(R)-(2-Fluorophenyl)((S)-1-methyl-2-azabicyclo[2.1.1]hexan-3-yl)methanol hydrochloride Cl.FC1=C(C=CC=C1)[C@@H](O)[C@H]1NC2(CC1C2)C